C1(CC1)C=1C(=NON1)C(=O)N[C@H](C=1N=C2N(N=CC(=C2)CN2C(NC[C@@H](C2)C(F)(F)F)=O)C1)C1CCC(CC1)(F)F |o1:25| 4-Cyclopropyl-N-((S)-(4,4-difluorocyclohexyl)(7-(((S*)-2-oxo-5-(trifluoromethyl)tetrahydropyrimidin-1(2H)-yl)methyl)imidazo[1,2-b]pyridazin-2-yl)methyl)-1,2,5-oxadiazole-3-carboxamide